((6-chloro-4-fluoropyridin-3-yl)ethynyl)-5-ethylthiazole ClC1=CC(=C(C=N1)C#CC=1SC(=CN1)CC)F